3-fluoro-4-(bromomethyl)phenylboronic acid FC=1C=C(C=CC1CBr)B(O)O